3-(azetidin-1-yl)phenol N1(CCC1)C=1C=C(C=CC1)O